FC(C=1C=NC(=NC1)N1C[C@H](NCC1)CC#N)(F)F (R)-2-(4-(5-(trifluoromethyl)pyrimidin-2-yl)piperazin-2-yl)acetonitrile